C(#N)C=1C=C(C=CC1F)NC(=O)C1N(CCC1)C(C(=O)OCC)=O Ethyl {(3S)-[(3-cyano-4-fluorophenyl)carbamoyl]pyrrolidin-1-yl}(oxo)acetate